C(C)(C)(C)OC(/C=C/C1=NN(C(=C1)C(=O)OCC)COCC[Si](C)(C)C)=O ethyl (E)-3-(3-(tert-butoxy)-3-oxoprop-1-en-1-yl)-1-((2-(trimethylsilyl)ethoxy)methyl)-1H-pyrazole-5-carboxylate